(5-amino-4-(2-chloro-5-fluorophenyl)-7H-pyrrolo[2,3-d]pyrimidin-2-yl)pivalamide NC1=CNC=2N=C(N=C(C21)C2=C(C=CC(=C2)F)Cl)CC(C(=O)N)(C)C